COC(C1=C(C=CC(=C1)\C=C\C(=O)N1C(C(=CCC1)Br)=O)OC)=O (E)-Methyl-5-(3-(3-bromo-2-oxo-5,6-dihydropyridin-1(2H)-yl)-3-oxoprop-1-ene-1-yl)-2-methoxybenzoate